3-[5-(difluoromethyl)-1,3,4-thiadiazol-2-yl]-N-[1-(fluoromethyl)cyclopropyl]-2-oxo-1H-benzimidazol-5-sulfonamide FC(C1=NN=C(S1)N1C(NC2=C1C=C(C=C2)S(=O)(=O)NC2(CC2)CF)=O)F